FC=1C=C(C=CC1)C=1C(=CC(=NC1)C(=O)N1CCC(CC1)C1=CC=C(N=N1)N)OC 6-{1-[5-(3-fluorophenyl)-4-methoxypyridine-2-carbonyl]piperidin-4-yl}pyridazin-3-amine